1,1-diisobutyl-3-phenylurea C(C(C)C)N(C(=O)NC1=CC=CC=C1)CC(C)C